F[C@@H]1CN(CC[C@@H]1O)C1=NC=CC(=N1)NC=1N=CC2=C(N=CC(=C2C1)C(C)C)N1[C@H](CC1)C (3R,4S)-3-fluoro-1-(4-((5-isopropyl-8-((S)-2-methylazetidin-1-yl)-2,7-naphthyridin-3-yl)amino)pyrimidin-2-yl)piperidin-4-ol